3-ethynyl-5-(2-(2-methoxyethoxy)ethoxy)pyridine C(#C)C=1C=NC=C(C1)OCCOCCOC